3-{3-Methyl-2-oxo-5-[4-(piperidin-4-yl)but-1-yn-1-yl]-1,3-benzodiazol-1-yl}piperidine-2,6-dione trifluoroacetate FC(C(=O)O)(F)F.CN1C(N(C2=C1C=C(C=C2)C#CCCC2CCNCC2)C2C(NC(CC2)=O)=O)=O